methyl 4-[(3-{[N-(6-acetyl(3-pyridyl))carbamoyl]amino}-2-fluorophenyl)methyl]piperazinecarboxylate C(C)(=O)C1=CC=C(C=N1)NC(=O)NC=1C(=C(C=CC1)CN1CCN(CC1)C(=O)OC)F